C(=O)C=1C=NC(=NC1)N(CC(=O)O)C N-(5-FORMYLPYRIMIDIN-2-YL)-N-METHYLGLYCINE